C(C(C)C)[C@@H]1C(NC([C@H]1C1=CC=C(C=C1)OCC=C(C)C)=O)=O trans-3-isobutyl-4-[4-(3-methyl-2-butenyloxy)phenyl]pyrrolidine-2,5-dione